3-(((2',3-difluoro-5-methoxy-2''-methyl-3''-(pyrido[3,4-b]pyrazin-5-ylamino)-[1,1':3',1''-terphenyl]-4-yl)methyl)amino)-2,2-dimethylpropanamide FC1=C(C=CC=C1C1=C(C(=CC=C1)NC1=NC=CC=2C1=NC=CN2)C)C2=CC(=C(C(=C2)OC)CNCC(C(=O)N)(C)C)F